BrC1=C(C2=C(N(C=N2)C/C(=C/[C@H]2NCCC[C@@H]2O)/C)C=C1)C (2R,3S)-2-((E)-3-(5-bromo-4-methyl-1H-benzo[d]imidazol-1-yl)-2-methylpropan-1-enyl)piperidin-3-ol